α-bromoacrylamide BrC(C(=O)N)=C